ClC=1C=C2C(=NC1OC)C(=C(N2C)C2=NNC(=N2)[C@H](COC)N(C)C)N2C=NC=C2 (R)-1-(3-(6-chloro-3-(1H-imidazol-1-yl)-5-methoxy-1-methyl-1H-pyrrolo[3,2-b]pyridin-2-yl)-1H-1,2,4-triazol-5-yl)-2-methoxy-N,N-dimethylethan-1-amine